[Pd]=O palladium oxide